4-tertiary butyl-bromobenzene C(C)(C)(C)C1=CC=C(C=C1)Br